2-methyl-4-phenylisoquinolin CN1CC2=CC=CC=C2C(=C1)C1=CC=CC=C1